C1(=CC=CC=C1)NC=1C(=CC=CC1)N N1-phenylbenzene-1,2-diamine